11-aminoundecanoate hydrochloride Cl.NCCCCCCCCCCC(=O)O